COC(CC(=O)N1CC=2C=C(C(NC2CC1)=O)C(=O)N)(C)C 6-(3-methoxy-3-methylbutanoyl)-2-oxo-1,2,5,6,7,8-hexahydro-1,6-naphthyridine-3-carboxamide